1-(3,5-dimethyl-4-nitrobenzyl)-4-(ethoxymethyl)-4-phenethylpiperidine CC=1C=C(CN2CCC(CC2)(CCC2=CC=CC=C2)COCC)C=C(C1[N+](=O)[O-])C